([1-(S-benzyl-D-cysteinyl)azetidin-3-yl]oxy)-2-hydroxy-3,4-dihydro-2H-1,2-benzoxaborinine-8-carboxylic acid C(C1=CC=CC=C1)SC[C@@H](N)C(=O)N1CC(C1)OC1B(OC2=C(C1)C=CC=C2C(=O)O)O